3-(5-(1-aminoethyl)-1,2,4-oxadiazol-3-yl)benzenesulfonamide NC(C)C1=NC(=NO1)C=1C=C(C=CC1)S(=O)(=O)N